N-[2-cyclobutyl-4-(6-fluoro-3,4-dihydro-1H-isoquinolin-2-yl)-6-methyl-phenyl]-3,3-dimethyl-butyramide C1(CCC1)C1=C(C(=CC(=C1)N1CC2=CC=C(C=C2CC1)F)C)NC(CC(C)(C)C)=O